[C@H](C)(CC)OC([C@H](C)N)=O (S)-(S)-2-aminopropionic acid sec-butyl ester